N-(5-bromo-1,3,4-thiadiazol-2-yl)-2-((4-oxo-1-(tetrahydro-2H-pyran-4-yl)-4,5-dihydro-1H-pyrazolo[3,4-d]pyrimidin-6-yl)thio)propionamide BrC1=NN=C(S1)NC(C(C)SC=1NC(C2=C(N1)N(N=C2)C2CCOCC2)=O)=O